C(C)(=O)NC1=NC=CC(=C1)C1=C(N=C(N1COCC[Si](C)(C)C)SC)C=1C=C(C=CC1)NC(=O)C1CC1 N-(3-(5-(2-acetamidopyridin-4-yl)-2-(methylthio)-1-((2-(trimethylsilyl)ethoxy)methyl)-1H-imidazol-4-yl)phenyl)cyclopropanecarboxamide